NC1=C(C(N(C2=CC(=CC=C12)Cl)C1=CC=CC=C1)=O)C(=O)N(C)C 4-amino-7-chloro-N,N-dimethyl-2-oxo-1-phenyl-1,2-dihydroquinolin-3-carboxamide